CC=1C=C2C=CC=NC2=C(C1)C=1C(=NC(=CC1)N)N 3-(6-Methylquinolin-8-yl)pyridine-2,6-diamine